ethyl 4-((6-amino-2,4-dichloro-3-(4,4-difluoropiperidin-1-yl) phenyl) amino)-3-(4-(ethylsulfonyl) phenyl)-4-oxobutyrate NC1=CC(=C(C(=C1NC(C(CC(=O)OCC)C1=CC=C(C=C1)S(=O)(=O)CC)=O)Cl)N1CCC(CC1)(F)F)Cl